N1=CC(=CC=C1)N1C(=CC=2C1=NC=CC2)C(=O)O (3-pyridyl)-1H-pyrrolo[2,3-b]pyridine-2-carboxylic acid